3-oxopropyl acetate C(C)(=O)OCCC=O